C(CC)OC=1C=C2CCCC(C2=CC1)=O 6-propoxy-1,2,3,4-tetrahydronaphthalen-1-one